ClC1=C(C=C(C=C1)NC(=O)NC1CCC=2NC3=CC(=CC(=C3C2C1)C(=O)N1CCOCC1)C(=O)N1CCOCC1)C(F)(F)F (4-chloro-3-(trifluoromethyl)phenyl)-3-(5,7-bis(morpholine-4-carbonyl)-2,3,4,9-tetrahydro-1H-carbazole-3-yl)urea